1-((4R,5R,7S,8R)-8-hydroxy-7-(iodomethyl)-6-oxa-1-thiaspiro[3.4]oct-5-yl)pyrimidine-2,4(1H,3H)-dione O[C@@H]1[C@H](O[C@H]([C@@]12CCS2)N2C(NC(C=C2)=O)=O)CI